N-(5-fluoropyridin-2-yl)-2-{2-[(4-methylpiperazin-1-yl)carbonyl]-5,8-dioxo-6-(propan-2-yl)-5,6,7,8-tetrahydro-4H-pyrazolo[1,5-a]pyrrolo[3,4-d]pyrimidin-4-yl}acetamide FC=1C=CC(=NC1)NC(CN1C=2N(C(C3=C1C(N(C3)C(C)C)=O)=O)N=C(C2)C(=O)N2CCN(CC2)C)=O